2-[4-[3-chloro-8-[(2R)-2-(trifluoromethyl)azetidin-1-yl]imidazo[1,2-a]pyrazin-6-yl]pyrazol-1-yl]-1-piperazin-1-yl-ethanone ClC1=CN=C2N1C=C(N=C2N2[C@H](CC2)C(F)(F)F)C=2C=NN(C2)CC(=O)N2CCNCC2